BrCC1=CC=C(C=C1)C=1C(=CC=CC1)C#N 4'-bromomethylbiphenyl-2-carbonitrile